octafluoromorpholin FC1(C(OC(C(N1)(F)F)(F)F)(F)F)F